2-((2,2-difluoroethoxy)meth-yl)tetrahydrofuran FC(COCC1OCCC1)F